COC1=CC2=C(C3=CC(=C(C=C3C(=C2C=C1OC)CBr)OC)OC)CBr 2,3,6,7-tetramethoxy-9,10-bis(bromomethyl)anthracene